ClC=1C=2C(N=C3N(C2C=CC1)C1=CC=C(C=C1C3(C)C)C3CCN(CC3)CCNC(OC(C)(C)C)=O)=O tert-butyl (2-(4-(4-chloro-7,7-dimethyl-5-oxo-5,7-dihydroindolo[1,2-a]quinazolin-9-yl)piperidin-1-yl)ethyl)carbamate